C(C)(C)(C)OC(=O)N1CCC(CC1)C(C(=O)N)Br.NC1=NC(=CC(=N1)N1C(COCCC1)C=1C=C(C=CC1Cl)N1C(CCC1)=O)C 1-(3-(4-(2-amino-6-methylpyrimidin-4-yl)-1,4-oxazepan-3-yl)-4-chlorophenyl)pyrrolidin-2-one tert-Butyl-4-(2-amino-1-bromo-2-oxoethyl)piperidine-1-carboxylate